Cl.C1(=CC=CC=C1)C(C)N1CCNCC1 1-(1-phenylethyl)piperazine hydrochloride